2-amino-1-(2-fluoro-4-(methoxymethoxy)phenyl)ethane NCCC1=C(C=C(C=C1)OCOC)F